CN(CCCC=1SC2=C(N1)C=C(C=C2)C=2CC[C@@H](CN2)C)C N,N-dimethyl-3-[5-[(3S)-3-methyl-2,3,4,5-tetrahydropyridin-6-yl]-1,3-benzothiazol-2-yl]propan-1-amine